C1(CC1)NC[C@@H](CC)N1C2=C(C(C3=CC(=CC=C13)F)=O)C1=CC3=C(C(N1C2)=O)COC([C@]3(O)CC)=O (4S)-11-((R)-1-(cyclopropylamino)butane-2-yl)-4-ethyl-8-fluoro-4-hydroxy-1,12-dihydro-14H-pyrano[3',4':6,7]indolizino[2,1-b]quinoline-3,6,14(4H,11H)-trione